CC(CN1C(=NC=C1)CO)C [1-(2-methylpropyl)-1H-imidazol-2-yl]Methanol